FC(C(=O)O)(F)F.C1N(CC12CCNCC2)CC=2N=CC(=NC2)C2=C1CCN(C1=CC=C2)C=2C=C(C=1N(N2)C(=CN1)C(=O)N[C@H]1[C@H](C1)F)NC 6-[4-(5-{2,7-Diazaspiro[3.5]nonan-2-ylmethyl}pyrazin-2-yl)-2,3-dihydroindol-1-yl]-N-[(1R,2S)-2-fluorocyclopropyl]-8-(methylamino)imidazo[1,2-b]pyridazine-3-carboxamide trifluoroacetate